NC=1C(NC=2CCCCC2C1)=O 3-amino-1,2,5,6,7,8-hexahydroquinolin-2-one